COCCN1C(=NC2=C1C=CC(=C2)C(=O)O)NC2=NC1=C(N2)C=CC(=C1)OC(F)(F)F 1-(2-methoxyethyl)-2-((5-(trifluoromethoxy)-1H-benzo[d]imidazol-2-yl)amino)-1H-benzo[d]imidazole-5-carboxylic acid